ClC1=CC(=C2C(=N1)N(N=C2)[C@@H]2O[C@@H]([C@H]([C@H]2O)O)CO)NS(=O)(=O)C2=C(C=CC=C2)F N-(6-chloro-1-((2R,3R,4S,5R)-3,4-dihydroxy-5-(hydroxymethyl)tetrahydrofuran-2-yl)-1H-pyrazolo[3,4-b]pyridin-4-yl)-2-fluorobenzenesulfonamide